6-hydroxy-1-[3-(hydroxymethyl)cyclobutyl]-1,2,3,4-tetrahydro-1,8-naphthyridin-2-one OC=1C=C2CCC(N(C2=NC1)C1CC(C1)CO)=O